NC1=C(C(=O)C2=CC=CC=C2)C=CC=C1 2-amino-4'-benzophenone